2-(1-Adamantyl)-N-(2-benzyl-3H-imidazo[4,5-c]pyridin-6-yl)acetamide tert-butyl-N-(azetidine-4-yl)carbamate C(C)(C)(C)OC(NC1CCN1)=O.C12(CC3CC(CC(C1)C3)C2)CC(=O)NC2=CC3=C(C=N2)NC(=N3)CC3=CC=CC=C3